ClC=1C=C(N=NC1)NC(OC(C)(C)C)=O tert-butyl (5-chloropyridazin-3-yl)carbamate